N(=N\C(C#N)(C)C)/C(C#N)(C)C (E)-2,2'-(diazene-1,2-diyl)bis(2-methylpropanenitrile)